C1(=CC=CC=C1)C1=NC(=NC(=N1)C1=CC=CC=C1)C1=CC=C(C=C1)C1=CC=CC2=CC=CC=C12 4-(4-(4,6-diphenyl-1,3,5-triazin-2-yl)phenyl)naphthalen